[2H]C(N1C(CCC1)C)(C1=CC=CC=C1)[2H] 1-(dideutero(phenyl)methyl)-2-methylpyrrolidin